C(C)(C)(C)OC(=O)N(C(OC(C)(C)C)=O)C1=NC(=NC(=C1Cl)C1CC1)Cl tert-butyl (tert-butoxycarbonyl)(2,5-dichloro-6-cyclopropylpyrimidin-4-yl)carbamate